BrC=1C=C(C=CC1)[C@@H](C)NC1=NC(=NC2=CC(=C(C=C12)OC)OCCCCCCC(=O)O)C (R)-7-((4-((1-(3-Bromophenyl)ethyl)amino)-6-methoxy-2-methylquinazolin-7-yl)oxy)heptanoic acid